S1C(=NC2=C1C=CC=C2)C2=NNC=C2N 3-(benzo[d]thiazol-2-yl)-1H-pyrazol-4-amine